oxygen propyltriethoxysilane C(CC)[Si](OCC)(OCC)OCC.[O]